COC(=O)C=1[C@H](OC2=C(C1)C=C(C=C2C([2H])(F)F)F)C(F)(F)F (S)-6-fluoro-8-(difluoromethyl-d)-2-trifluoromethyl-2H-benzopyran-3-carboxylic acid methyl ester